6-(Difluoromethyl)-3-(4-(3-(1-methyl-1H-pyrazol-4-yl)pyrrolidin-1-yl)pyrimidin-2-yl)imidazo[1,2-a]pyrazine FC(C=1N=CC=2N(C1)C(=CN2)C2=NC=CC(=N2)N2CC(CC2)C=2C=NN(C2)C)F